(1S,2S)-N-(6-(5-chloro-6-fluoro-7-(1-(methylsulfonylamino)ethyl)-1H-indazol-4-yl)imidazo[1,2-a]pyrazin-2-yl)-2-fluorocyclopropane-1-carboxamide ClC=1C(=C2C=NNC2=C(C1F)C(C)NS(=O)(=O)C)C=1N=CC=2N(C1)C=C(N2)NC(=O)[C@H]2[C@H](C2)F